FC1=C(C=CC=C1)C1=C(C(=NC=C1)C1N(CCOC1)C(=O)OC(C)(C)C)NC(=O)C=1C=NC(=NC1)C(C)C Tert-butyl 3-(4-(2-fluorophenyl)-3-(2-isopropylpyrimidine-5-carboxamido)pyridin-2-yl)morpholine-4-carboxylate